iron p-toluate C1(=CC=C(C=C1)C(=O)[O-])C.[Fe+2].C1(=CC=C(C=C1)C(=O)[O-])C